3-(methylaminocarbonyl)acrylic acid CNC(=O)C=CC(=O)O